BrC1=C(C=CC(=C1)Cl)CN1C(C2=C(C=C(C=C2C1=O)C(C)(O)C1CCN(CC1)C(=O)OC(C)(C)C)F)(O)C1=CC=C(C=C1)Cl tert-Butyl 4-[1-[2-[(2-bromo 4-chloro-phenyl)methyl]-1-(4-chlorophenyl)-7-fluoro-1-hydroxy-3-oxo-isoindolin-5-yl]-1-hydroxy-ethyl]piperidine-1-carboxylate